5,8-difluoro-3-methyl-2,4-dioxo-1,2,3,4-tetrahydroquinazoline-7-carbaldehyde FC1=C2C(N(C(NC2=C(C(=C1)C=O)F)=O)C)=O